C(C)C=1N=C2N(C=C(C=C2)C=2C=NC(=CC2)N2CCNCC2)C1N(C=1SC(=C(N1)C1=CC=C(C=C1)F)C#N)C 2-((2-ethyl-6-(6-(piperazin-1-yl)pyridin-3-yl)imidazo[1,2-a]pyridin-3-yl)(methyl)amino)-4-(4-fluorophenyl)thiazole-5-carbonitrile